1-(2-ethoxy-2-oxoethyl)-4-hydroxy-1-methylpiperidinium bromide [Br-].C(C)OC(C[N+]1(CCC(CC1)O)C)=O